6-(trifluoromethyl)thiazolo[5,4-b]pyridine 4-oxide FC(C=1C=C2C(=[N+](C1)[O-])SC=N2)(F)F